FC1=C(C=C(C(=C1)OC1=CC2=C(N(C=N2)C)C=C1)C)NC=1C2=C(N=CN1)C=CC(=N2)[C@@H]2CC(CN(CC2)C(C=C)=O)(C)C |r| rac-(R)-1-(5-(4-((2-fluoro-5-methyl-4-((1-methyl-1H-benzo[d]imidazol-5-yl)oxy)phenyl)amino)pyrido[3,2-d]pyrimidin-6-yl)-3,3-dimethylazepan-1-yl)prop-2-en-1-one